tert-butyl 4-(5-bromo-4-methylpyrimidin-2-yl)-1-methyl-1H-pyrazole-5-carboxylate BrC=1C(=NC(=NC1)C=1C=NN(C1C(=O)OC(C)(C)C)C)C